3,5-difluoro-4-((2-hydroxy-8-methoxy-3-oxo-3,4-dihydropyrazino[2,3-c][1,8]naphthyridine-1(2H)-yl)methyl)benzenesulfonamide FC=1C=C(C=C(C1CN1C(C(NC=2C=NC=3N=C(C=CC3C21)OC)=O)O)F)S(=O)(=O)N